tert-butyl 1-neopentyl-1,4,6,7-tetrahydro-5H-imidazo[4,5-c]pyridine-5-carboxylate C(C(C)(C)C)N1C=NC=2CN(CCC21)C(=O)OC(C)(C)C